C(C1=CC=CC=C1)N(S(=O)(=O)C1=CC=C(CNC(=O)N2C=CC3=CC=CC=C23)C=C1)C N-(4-(N-Benzyl-N-methylsulfamoyl)benzyl)-1H-indole-1-carboxamide